N-(3-(2-(4-(4-acetylpiperazin-1-yl)-2-methoxyphenylamino)-5-(trifluoromethyl)pyrimidin-4-ylamino)phenyl)acrylamide C(C)(=O)N1CCN(CC1)C1=CC(=C(C=C1)NC1=NC=C(C(=N1)NC=1C=C(C=CC1)NC(C=C)=O)C(F)(F)F)OC